CC1=CC=C(C=C1)S(=O)(=O)O.F/C=C(\CN)/COC=1C=NC(=NC1)N1CCC(CC1)OC (2E)-3-fluoro-2-({[2-(4-methoxypiperidin-1-yl)pyrimidin-5-yl]Oxy}methyl)prop-2-en-1-amine 4-methylbenzenesulfonate